2-fluoro-3-hydroxy-4-iodopyridine FC1=NC=CC(=C1O)I